[6-[3-(1-hydroxycyclopropyl)-1,2,4-triazol-1-yl]-2-azaspiro[3.3]heptan-2-yl]-[(6S)-6-[[3-(trifluoromethylsulfonyl)phenyl]methyl]-2-azaspiro[3.4]octan-2-yl]methanone OC1(CC1)C1=NN(C=N1)C1CC2(CN(C2)C(=O)N2CC3(C2)C[C@@H](CC3)CC3=CC(=CC=C3)S(=O)(=O)C(F)(F)F)C1